3,6-dihydropyridine-1(2H)-carbaldehyde N1(CCC=CC1)C=O